12-hydroxy-stearic acid OC(CCCCCCCCCCC(=O)O)CCCCCC